5-[[2-(Cyclopropylsulfamoylamino)-3-fluoropyridin-4-yl]methyl]-4-fluoro-2-(2-fluoro-4-iodoanilino)benzamide C1(CC1)NS(=O)(=O)NC1=NC=CC(=C1F)CC=1C(=CC(=C(C(=O)N)C1)NC1=C(C=C(C=C1)I)F)F